N1C=NC2=C1C=CC(=C2)N2C(N(CC2C2=CC=C(C=C2)OCCC)CCC2=CC=CC=C2)=O 3-(1H-Benzo[d]imidazol-5-yl)-1-phenethyl-4-(4-propoxyphenyl)imidazolidin-2-on